5-(4-(trifluoromethyl)naphthalen-1-yl)-2-azabicyclo[2.1.1]hexane FC(C1=CC=C(C2=CC=CC=C12)C1C2CNC1C2)(F)F